3-Chloro-5-((3-(2,2-difluoroethoxy)pyrazin-2-yl)oxy)-N-(3-methyl-1,1-dioxidothietan-3-yl)pyrazolo[1,5-a]pyridine-2-carboxamide ClC=1C(=NN2C1C=C(C=C2)OC2=NC=CN=C2OCC(F)F)C(=O)NC2(CS(C2)(=O)=O)C